C(C)(C)(C)C1=CC(=NC=C1)C(CC[C@@H]1CN(CCC1)C(=O)OC(C)(C)C)NS(=O)C(C)(C)C tert-butyl (3R)-3-[3-(4-tert-butyl-2-pyridyl)-3-(tert-butylsulfinylamino)propyl]piperidine-1-carboxylate